1-(3-(1-(4-(trifluoromethyl)phenyl)imidazo[1,5-a]pyridin-3-yl)-pyrrolidin-1-yl)prop-2-en-1-one FC(C1=CC=C(C=C1)C=1N=C(N2C1C=CC=C2)C2CN(CC2)C(C=C)=O)(F)F